ethyl methyl disulphide CSSCC